nonyl 8-((3-(diethoxyphosphoryl)propyl)amino)octanoate C(C)OP(=O)(OCC)CCCNCCCCCCCC(=O)OCCCCCCCCC